2-((6-(trifluoromethyl)pyridin-3-yl)oxy)-3',6'-dihydro-[3,4'-bipyridine]-1'(2'h)-carboxylic acid tert-butyl ester C(C)(C)(C)OC(=O)N1CCC(=CC1)C=1C(=NC=CC1)OC=1C=NC(=CC1)C(F)(F)F